O[C@@H](CNC1=NN=C(C=2N1C=CC2)C2=C(C=C(C=C2)OC(F)(F)F)O)C 2-(4-{[(2R)-2-hydroxypropyl]amino}pyrrolo[1,2-d][1,2,4]triazin-1-yl)-5-(trifluoromethoxy)phenol